NC1=CC=C(C=C1)OC1CC2C(C[C@H]3[C@@H]4CC[C@H]([C@@H](CCCC(C)C)C)[C@]4(CC[C@@H]3[C@]2(CC1)C)C)OC1=CC=C(C=C1)N 3,6-bis(4-aminophenyloxy)cholestan